NC1=NC(=C(C=C1C=1C=C2CCNC(C2=CC1)=O)C1=CC=C(C=C1)C1CCN(CC1)C1COC1)F 6-(2-amino-6-fluoro-5-(4-(1-(oxetan-3-yl)piperidin-4-yl)phenyl)pyridin-3-yl)-3,4-dihydroisoquinolin-1(2H)-one